(trans)-2-[(2-chloro-5-methyl-pyrimidin-4-yl)amino]cyclohexane-1-carbonitrile ClC1=NC=C(C(=N1)N[C@H]1[C@@H](CCCC1)C#N)C